COC1=C(C(=CC(=C1)CCCCC)OC)[C@H]1[C@@H](CCC(=C1)C)C(=C)C (1R,2R)-2',6'-Dimethoxy-5-methyl-4'-pentyl-2-(prop-1-en-2-yl)-1,2,3,4-tetrahydro-1,1'-biphenyl